FC1=CC=C(C=C1)N1CCN(CC1)CCCC1NCCC=2C3=CC=CC=C3NC12 (3-(4-(4-fluorophenyl)piperazin-1-yl)propyl)-1,2,3,4-tetrahydro-β-carboline